[6-(5-cyclopropyl-4H-1,2,4-triazol-3-yl)-2-azaspiro[3.3]heptan-2-yl]-[6-(5-fluoro-3-pyridyl)-2-azaspiro[3.3]heptan-2-yl]methanone C1(CC1)C=1NC(=NN1)C1CC2(CN(C2)C(=O)N2CC3(C2)CC(C3)C=3C=NC=C(C3)F)C1